6-(4-methylphenyl)-3-oxo-2-phenyl-2,3-dihydropyridazine-4-carboxylic acid CC1=CC=C(C=C1)C=1C=C(C(N(N1)C1=CC=CC=C1)=O)C(=O)O